6-Fluoro-3-(2,4,5-trifluoro-3-methoxyphenyl)-1-benzofuran-2-carboxylic acid FC1=CC2=C(C(=C(O2)C(=O)O)C2=C(C(=C(C(=C2)F)F)OC)F)C=C1